1-(4-{[7-(1-Ethyl-1H-1,2,4-triazol-3-yl)-5H-pyrrolo[2,3-b]pyrazin-2-yl]oxy}piperidin-1-yl)prop-2-en-1-one C(C)N1N=C(N=C1)C1=CNC2=NC=C(N=C21)OC2CCN(CC2)C(C=C)=O